CS(=O)(=O)C1=CC=C(NC2=NC=C(C(=N2)N[C@H](CO)C2=CC=CC=C2)C2=NC=NO2)C=C1 (2S)-2-[[2-(4-methylsulfonylanilino)-5-(1,2,4-oxadiazol-5-yl)pyrimidin-4-yl]amino]-2-phenyl-ethanol